C(#N)C1=C(C=C(C=N1)NC(C(CCCC(=O)OCC)=O)=O)OC ethyl 6-[(6-cyano-5-(methoxy)pyridin-3-yl)amino]-5,6-dioxohexanoate